4-(4-(4'-acetamido-2-(difluoromethyl)-3'-fluoro-[1,1'-biphenyl]-3-yl)pyridin-2-yl)piperazine-1-carboxylic acid tert-butyl ester C(C)(C)(C)OC(=O)N1CCN(CC1)C1=NC=CC(=C1)C=1C(=C(C=CC1)C1=CC(=C(C=C1)NC(C)=O)F)C(F)F